(2R)-2-(5-chloro-2-methoxypyridin-4-yl)-1-(3,4-dihydro-1H-spiro[benzo[b][1,8]naphthyridin-2,3'-pyrrolidin]-1'-yl)propan-1-one ClC=1C(=CC(=NC1)OC)[C@H](C(=O)N1CC2(CC1)CCC=1C=C3C(=NC1N2)C=CC=C3)C